tert-Butyl 4-(6,7-dichloro-4-phenylphthalazin-1-yl)piperazine-1-carboxylate ClC=1C=C2C(=NN=C(C2=CC1Cl)N1CCN(CC1)C(=O)OC(C)(C)C)C1=CC=CC=C1